[Cl-].CC(C1=CC=CC=C1)([Hf](C1C=CC2=CC=CC=C12)(C1C=CC2=CC=CC=C12)=[SiH2])C dimethylsilylenebis(indenyl)benzyl-hafnium monochloride